NC=1SC(=C(N1)C)C=1N=C(SC1)NC1=NC(=C(C#N)C=C1)OC1COCC1 6-((2'-amino-4'-methyl-[4,5'-bithiazol]-2-yl)amino)-2-((tetrahydrofuran-3-yl)oxy)nicotinonitrile